CN1N=C(C(=C1C)O)C1=C(C=CC=C1)C 1,5-Dimethyl-3-(o-tolyl)-pyrazol-4-ol